2-(2,6-dioxopiperidin-3-yl)-4-(((1-(1-(2-hydroxy-2-methylpropanoyl)piperidin-4-yl)-1H-pyrazol-4-yl)methyl)amino)isoindoline-1,3-dione O=C1NC(CCC1N1C(C2=CC=CC(=C2C1=O)NCC=1C=NN(C1)C1CCN(CC1)C(C(C)(C)O)=O)=O)=O